[Sn].[In].[Zn].[Al].[Mg] magnesium aluminum zinc indium tin